(R)-2-(2-(2,3-difluorobenzyl)azepan-1-yl)-6-morpholinopyrimidin-4(3H)-one FC1=C(C[C@@H]2N(CCCCC2)C2=NC(=CC(N2)=O)N2CCOCC2)C=CC=C1F